6-((4-(6-cyano-7-(dimethylphosphoryl)-1H-indol-3-yl)-5-(trifluoromethyl)pyrimidin-2-yl)amino)-2-Azaspiro[3.3]heptane-2-carboxylate C(#N)C1=CC=C2C(=CNC2=C1P(=O)(C)C)C1=NC(=NC=C1C(F)(F)F)NC1CC2(CN(C2)C(=O)[O-])C1